FC=1C=CC=C2CC[C@@H]([C@@H](C12)NC([O-])=O)O (1R,2S)-8-Fluoro-2-hydroxy-1,2,3,4-tetrahydronaphthalin-1-yl-carbamat